rac-Methyl 7-chloro-2-(4-methoxybenzyl)-3-oxoisoindoline-1-carboxylate ClC=1C=CC=C2C(N([C@H](C12)C(=O)OC)CC1=CC=C(C=C1)OC)=O |r|